ClC=1C=C(C=CC1)CN(C(CN1N=NC=C1)=O)C1=CC=C(C=C1)C=1C=NNC1 N-[(3-chlorophenyl)methyl]-N-[4-(1H-pyrazol-4-yl)phenyl]-2-(triazol-1-yl)acetamide